ClC=1C=C(C=C(C1)OCC1=C(C=CC=C1)C)C=1C(N(C=C(C1)C=1C(=NC(=NC1)OC)OC)C=1C=NC=CC1)=O 3-(3-Chloro-5-((2-methylbenzyl)oxy)phenyl)-5-(2,4-dimethoxypyrimidin-5-yl)-2H-[1,3'-bipyridin]-2-one